4-((5-chloro-3-fluoropyridin-2-yl)thio)-6-(5-methyl-1-(1-methylpiperidin-4-yl)-1H-pyrazol-4-yl)pyrazolo[1,5-a]pyridine-3-carbonitrile ClC=1C=C(C(=NC1)SC=1C=2N(C=C(C1)C=1C=NN(C1C)C1CCN(CC1)C)N=CC2C#N)F